C1(=CC=CC=C1)S(=O)(=O)/C=C/C(=O)C1=CC=CC=C1 (E)-3-(phenylsulfonyl)-1-phenyl-2-propen-1-one